azepane-1-carboxylate N1(CCCCCC1)C(=O)[O-]